4-(2-(4-(2-acetyl-5-chlorophenyl)-5-methoxy-2-oxopyridin-1(2H)-yl)-3-(4-cyanophenyl)propionylamino)benzoic acid C(C)(=O)C1=C(C=C(C=C1)Cl)C1=CC(N(C=C1OC)C(C(=O)NC1=CC=C(C(=O)O)C=C1)CC1=CC=C(C=C1)C#N)=O